3-azido-N-methylpropan-1-amine hydrochloride Cl.N(=[N+]=[N-])CCCNC